C(C)N(C(\C=C\C1=CC=C(C=C1)OC)=O)CCSC (E)-N-ethyl-3-(4-methoxyphenyl)-N-(2-methylsulfanyl-ethyl)prop-2-enamide